BrC1=CC=C(C2=C1SC1=C2C=CC=C1)Cl 4-bromo-1-chlorodibenzo[b,d]thiophene